deoxyuridine-5'-O-triphosphate P(O)(=O)(OP(=O)(O)OP(=O)(O)O)OC[C@@H]1[C@H](C[C@@H](O1)N1C(=O)NC(=O)C=C1)O